O1C2=C(OCC1)C=C(C=C2)CNC2=CC(N(C=N2)CC2(CCN(CC2)C(C[C@@H](C)C2=CC=CC=C2)=O)O)=O (R)-6-(((2,3-dihydrobenzo[b][1,4]dioxin-6-yl)methyl)amino)-3-((4-hydroxy-1-(3-phenylbutanoyl)piperidin-4-yl)methyl)pyrimidin-4(3H)-one